C(=C)C1=C(C=CC=C1)CC 1-ethenyl-2-ethylbenzene